NC[C@H](CNC(OC(C)(C)C)=O)C |o1:2| tert-butyl (R*)-(3-amino-2-methylpropyl)carbamate